CC(C)CCC(=O)SCCNC(=O)CCNC(=O)[C@@H](C(C)(C)COP(=O)([O-])OP(=O)([O-])OC[C@@H]1[C@H]([C@H]([C@@H](O1)N2C=NC3=C(N=CN=C32)N)O)OP(=O)([O-])[O-])O The molecule is a fatty acyl-CoA(4-) arising from deprotonation of the phosphate and diphosphate OH groups of 4-methylpentanoyl-CoA; major species at pH 7.3. It has a role as a bacterial metabolite. It is a conjugate base of a 4-methylpentanoyl-CoA.